FCC(=O)O.CNC(C(F)(F)F)=O methyl-trifluoroacetamide Fluoroacetate